ethane-1,2-diyl (4S,4'S)-bis(2-((R)-3-methyl-1-((S)-3-phenyl-2-(pyrazine-2-carboxamido)propanamido) butyl)-6-oxo-1,3,2-dioxaborinane-4-carboxylate) CC(C[C@H](NC([C@H](CC1=CC=CC=C1)NC(=O)C1=NC=CN=C1)=O)B1OC(C[C@H](O1)C(=O)OCCOC(=O)C1OB(OC(C1)=O)[C@H](CC(C)C)NC([C@H](CC1=CC=CC=C1)NC(=O)C1=NC=CN=C1)=O)=O)C